4-[[2-[(4,4-difluorocyclohexyl)methyl]-4,5-dimethylpyrazole-3-carbonyl]amino]pyridine-2-carboxamide FC1(CCC(CC1)CN1N=C(C(=C1C(=O)NC1=CC(=NC=C1)C(=O)N)C)C)F